6-methyl-N,4-diphenyl-7H-pyrrolo[2,3-d]pyrimidin-2-amine CC1=CC2=C(N=C(N=C2C2=CC=CC=C2)NC2=CC=CC=C2)N1